C1(=CC=CC=C1)C1=C(C2=C(SC3=C2C=CC=C3)C=C1)C=1C(=C(C=CC1)C1=CC=CC=C1)C1=NN=NC(=C1C1=CC=CC=C1)C1=CC=CC=C1 (phenyldibenzothiophenyl)(diphenyltriazinyl)biphenyl